C1(CCCCC1)CC=1NC(=NN1)C(=O)NC1=NC=C(C(=C1)C1=C(C=CC(=C1)OCCCC(C)(C)O)F)F 5-(cyclohexylmethyl)-N-(5-fluoro-4-(2-fluoro-5-((4-hydroxy-4-methylpentyl)oxy)phenyl)pyridin-2-yl)-4H-1,2,4-triazole-3-carboxamide